tert-butyl 1-(4-cyclopropylpiperazine-1-carbonyl)-6-azaspiro[2.5]octane-6-carboxylate C1(CC1)N1CCN(CC1)C(=O)C1CC12CCN(CC2)C(=O)OC(C)(C)C